6-(Cyclopropanecarboxamido)-N-methoxy-4-((4-methoxy-1-methyl-5-(2,2,2-trifluoro-1-methoxyethyl)-1H-indazol-3-yl)amino)nicotinamide C1(CC1)C(=O)NC1=NC=C(C(=O)NOC)C(=C1)NC1=NN(C2=CC=C(C(=C12)OC)C(C(F)(F)F)OC)C